ClC1=C(C=CC=C1C1=C(C(=NC=C1)C1=CC=C2C(=CN(C2=C1)C)CNC1CCC(CC1)(F)F)Cl)C1=CC=C(C(=N1)OC)CNC[C@H]1CCC(N1)=O (R)-5-((((6-(2-chloro-3-(3-chloro-2-(3-(((4,4-difluorocyclohexyl)amino)methyl)-1-methyl-1H-indol-6-yl)pyridin-4-yl)phenyl)-2-methoxypyridin-3-yl)methyl)amino)methyl)pyrrolidin-2-one